2-(3-pyrimidin-2-yl-thiophen-2-yl)ethylamine hydrochloride Cl.N1=C(N=CC=C1)C1=C(SC=C1)CCN